ClC=1C(=CC2=C(OCO2)C1)C=1OC(=C(N1)CC1=CC=C(C=C1)OC1=CC=CC=C1)C 2-(6-chlorobenzo[d][1,3]dioxol-5-yl)-5-methyl-4-(4-phenoxybenzyl)oxazole